CSC1=NN=C(S1)N 5-methylthio-1,3,4-thiadiazole-2-amine